C(C1=CC=CC=C1)(=O)C1(C2=NCN([C@H]3C[C@H](O)[C@@H](COC(C4=CC=C(C=C4)OC)(C4=CC=C(C=C4)OC)C4=CC=CC=C4)O3)C2=NC=N1)N 6-benzoyl-5'-O-(4,4'-dimethoxytrityl)-2'-deoxyadenosine